FC(C=1C=C(C=CC1F)C=1C=C2C(=NC1)C=NN2CC(=O)OCC)F ethyl 2-(6-(3-(difluoromethyl)-4-fluoro-phenyl)pyrazolo(4,3-b)pyridin-1-yl)acetate